CN(CCOC1=C(C=CC=2C3=CC=CC=C3NC12)CNC1=CC=CC=C1)C N-((1-(2-(dimethylamino)ethoxy)-9H-carbazol-2-yl)methyl)aniline